FCCNC1=CC=C(C=C1)C=1N=C2N(C=CC(=C2)NC)C1 2-(4-(2-fluoroethylamino)phenyl)-N-methylimidazo[1,2-a]pyridin-7-amine